FC(OC=1C=C(C=CC1)C1=NC2=CC(=NC=C2C=C1)CN)F (2-(3-(difluoromethoxy)phenyl)-1,6-naphthyridin-7-yl)methylamine